C(C)(=O)N1C(NCC12CCC(CC2)(C2=CC=CC=C2)N(C)C)=O cis-1-acetyl-8-(dimethylamino)-8-phenyl-1,3-diazaspiro[4.5]decan-2-one